1-(3-buten-1-yl)-2-vinyl-1H-pyrrole C(CC=C)N1C(=CC=C1)C=C